2-((tert-butyldimethylsilyl)oxy)ethane-1,1,2,2-d4-1-ol [Si](C)(C)(C(C)(C)C)OC(C(O)([2H])[2H])([2H])[2H]